dimethoxyphenylacetophenone COC(C(=O)C1=CC=CC=C1)(C1=CC=CC=C1)OC